2-cyclopropyl-3',5'-difluoro-2'-((4-(7-((2-oxo-2,3-dihydro-1H-benzo[d]imidazol-5-yl)methyl)-2,7-diazaspiro[4.4]non-2-yl)pyrimidin-5-yl)oxy)-[1,1'-biphenyl]-4-carbonitrile C1(CC1)C1=C(C=CC(=C1)C#N)C1=C(C(=CC(=C1)F)F)OC=1C(=NC=NC1)N1CC2(CC1)CN(CC2)CC2=CC1=C(NC(N1)=O)C=C2